3-[1-oxo-5-(piperazin-1-yl)-3H-isoindol-2-yl]piperidine-2,6-dione hydrochloride Cl.O=C1N(CC2=CC(=CC=C12)N1CCNCC1)C1C(NC(CC1)=O)=O